3-((2S)-3-(8-(biphenyl-3-ylsulfonyl)-1-oxa-8-azaspiro[4.5]dec-3-ylamino)-2-hydroxypropoxy)-N-methylbenzenesulfonamide C1(=CC(=CC=C1)S(=O)(=O)N1CCC2(CC(CO2)NC[C@@H](COC=2C=C(C=CC2)S(=O)(=O)NC)O)CC1)C1=CC=CC=C1